FC(OC1=CC(=C(C=N1)C1=CN=CC(=N1)C(=O)N/N=C/C=1C(=NC=C(C1)OC)F)C)F (E)-6-(6-(difluoromethoxy)-4-methylpyridin-3-yl)-N'-((2-fluoro-5-methoxypyridin-3-yl)methylene)pyrazine-2-carbohydrazide